CC(=C)CCNC1=C2C(=NC=N1)N(C=N2)[C@H]3[C@@H]([C@@H]([C@H](O3)CO)O)O The molecule is a hydrocarbyladenosine in which adenosine is substituted at N-6 by an isopentenyl group. It has a role as a cytokinin. It is a hydrocarbyladenosine and an isoprenoid.